BrC1=CC(=CC=C1)OCCCC1CCCCC1 1-bromo-3-(3-cyclohexylpropoxy)benzene